7-(3,6-dihydro-2H-pyran-4-yl)-1-methyl-4-(piperidin-4-yl)-1,4-dihydropyrido[2,3-b]pyrazine-2,3-dione O1CCC(=CC1)C1=CC2=C(N(C(C(N2C)=O)=O)C2CCNCC2)N=C1